2'-(4-(4-amino-3-(4-phenoxyphenyl)-1H-pyrazolo[3,4-d]pyrimidin-1-yl)piperidin-1-yl)-7,7'-diaza[2,7'-bispiro[3.5]nonane]-7-carboxylate NC1=C2C(=NC=N1)N(N=C2C2=CC=C(C=C2)OC2=CC=CC=C2)C2CCN(CC2)C2CC1(C2)CCN(CC1)C1CC2(C1)CCN(CC2)C(=O)[O-]